C(C)(C)(C)[N-]C(C)C N-(tert-butyl)-N-(i-propyl)amide